1,3-Dibromo-2-chloro-5-iodobenzene BrC1=C(C(=CC(=C1)I)Br)Cl